5-(6-(1-isopropyl-6-oxo-1,6-dihydropyridin-3-yl)pyrazin-2-yl)-1-methylindolin-2-one C(C)(C)N1C=C(C=CC1=O)C1=CN=CC(=N1)C=1C=C2CC(N(C2=CC1)C)=O